(S)-tert-butyl (7-(isoxazol-3-yl)-1-(4-(7-methoxy-2-methylquinolin-6-yl)-1-((2-(trimethylsilyl)ethoxy)methyl)-1H-imidazol-2-yl)-7-oxoheptyl)carbamate O1N=C(C=C1)C(CCCCC[C@@H](C=1N(C=C(N1)C=1C=C2C=CC(=NC2=CC1OC)C)COCC[Si](C)(C)C)NC(OC(C)(C)C)=O)=O